(R,E)-N-(1-(3,4-dimethoxyphenyl)ethyl)-3-(5-(1-(oxetan-3-yl)-1H-pyrazol-4-yl)-1H-pyrrolo[2,3-b]pyridin-3-yl)acrylamide COC=1C=C(C=CC1OC)[C@@H](C)NC(\C=C\C1=CNC2=NC=C(C=C21)C=2C=NN(C2)C2COC2)=O